4-fluoro-2-nitrophenol FC1=CC(=C(C=C1)O)[N+](=O)[O-]